3-(3-(4-isopropylphenyl-acryloyl)piperidin-3-ylphenoxy)-2-methylpropanoic acid C(C)(C)C1=CC=C(C=C1)C=CC(=O)C1(CNCCC1)C1=C(OCC(C(=O)O)C)C=CC=C1